(4-(3-hydroxyoxetan-3-yl)phenyl)(4-(4-(2-phenylpropan-2-yl)phenoxy)piperidin-1-yl)methanone OC1(COC1)C1=CC=C(C=C1)C(=O)N1CCC(CC1)OC1=CC=C(C=C1)C(C)(C)C1=CC=CC=C1